C1(=CC=CC=2SC3=CC=CC(=C3SC12)OCCOC1=C(C2=CC=CC=C2C=C1)C1=C(C=CC2=CC=CC=C12)OCCO)OCCOC1=C(C2=CC=CC=C2C=C1)C1=C(C=CC2=CC=CC=C12)OCCO 2,2'-[thianthrene-1,9-diylbis(oxyethane-2,1-diyloxy[1,1'-binaphthalene]-2',2-diyloxy)]di(ethan-1-ol)